tertiary butanol potassium [K].C(C)(C)(C)O